C(C)(=O)N1CCN(CC1)C1=CC=C(C(=N1)C1=CN=C2N1C=C(N=C2)C(=O)N)C(F)(F)F 3-(6-(4-Acetylpiperazin-1-yl)-3-(trifluoromethyl)pyridin-2-yl)imidazo[1,2-a]pyrazine-6-carboxamide